C(C)(C)[C@@H]1CC=2C=C(C(=NC2C=2N1C=C(C(C2)=O)C2=NC(=NO2)C2=CC=CC=C2)OC)OCCCOC (S)-6-isopropyl-2-methoxy-3-(3-methoxypropoxy)-9-(3-phenyl-1,2,4-oxadiazol-5-yl)-5,6-dihydro-10H-pyrido[1,2-h][1,7]naphthyridin-10-one